COC1=NC=CC(=C1C1=CN(C2=NC(=CC=C21)N)COCC[Si](C)(C)C)OC 3-(2,4-dimethoxypyridin-3-yl)-1-[[2-(trimethylsilyl)ethoxy]methyl]pyrrolo[2,3-b]pyridin-6-amine